ClC=1C(=NC(=NC1)N1CCN(CC1)C(=O)N1N=CC[C@H]1C=1C=C(C#N)C=C(C1)F)N1N=C(N=C1C)C (S)-3-(1-(4-(5-chloro-4-(3,5-dimethyl-1H-1,2,4-triazol-1-yl)pyrimidin-2-yl)piperazine-1-carbonyl)-4,5-dihydro-1H-pyrazol-5-yl)-5-fluorobenzonitrile